1-(2,5-difluorophenyl)ethanol FC1=C(C=C(C=C1)F)C(C)O